The molecule is a member of the class of imidazoles carrying dimethylsulfamyl, cyano, chloro and 4-tolyl substituents at positions 1, 2, 4 and 5 respectively. A fungicide used mainly for controlling Oomycete and Plasmodiophora diseases on potatoes and tomatoes. It is a skin and eye irritant and is moderately toxic to birds, most aquatic organisms, honeybees and earthworms. It has a role as a mitochondrial cytochrome-bc1 complex inhibitor and an antifungal agrochemical. It is a member of imidazoles, an organochlorine compound, a nitrile, a member of sulfamides, a sulfonamide fungicide and an imidazole fungicide. CC1=CC=C(C=C1)C2=C(N=C(N2S(=O)(=O)N(C)C)C#N)Cl